C1(=CC=CC=C1)C1=NN=C(O1)C[C@H]1N(CCC1)C=O (S)-2-(5-phenyl-(1,3,4)Oxadiazol-2-ylmethyl)-pyrrolidin-1-yl-methanone